8-((2,4-dimethoxybenzyl)amino)-2-(3-iodophenyl)pyrido[3,4-d]Pyrimidin-4(3H)-one COC1=C(CNC2=NC=CC3=C2N=C(NC3=O)C3=CC(=CC=C3)I)C=CC(=C1)OC